COC(=O)CNCCC[Si](OC)(OC)OC N-methoxycarbonylmethyl-3-aminopropyltrimethoxysilane